5-(2-fluorophenyl)-3-bromomethyl-1-(3-pyridylsulfonyl)-1H-pyrrole FC1=C(C=CC=C1)C1=CC(=CN1S(=O)(=O)C=1C=NC=CC1)CBr